1-Propyl-1-butylpyrrolidinium methansulfonat CS(=O)(=O)[O-].C(CC)[N+]1(CCCC1)CCCC